COC=1C=C2C(=NC=NC2=CC1OC)N1CC(C1)CCB(O)O 2-(1-(6,7-dimethoxyquinazolin-4-yl)azetidin-3-yl)ethylboronic acid